N(=[N+]=[N-])CCOCCOCCOCC=1C=NC(=NC1)SC[Si](O[Si](C)(C)CCCNC(OCC1C2=CC=CC=C2C=2C=CC=CC12)=O)(C)C (9H-fluoren-9-yl)methyl (3-(3-(((5-((2-(2-(2-azidoethoxy)ethoxy) ethoxy)methyl)pyrimidin-2-yl)thio)methyl)-1,1,3,3-tetramethyldisiloxanyl)propyl)carbamate